COC(CCCCC\C=C/CCCCCCCCOCC(COCCCC(=O)OC)N(C)C)=O (Z)-methyl-16-(2-(dimethylamino)-3-(4-methoxy-4-oxobutoxy)propoxy)hexadec-7-enoate